15-chloro-21,23-difluoro-16-hydroxy-18,18-dioxo-8,11-dioxa-18λ6-thia-19-azapentacyclo[18.3.1.16,9.113,17.02,7]hexacosa-1(23),2(7),3,5,13,15,17(25),20(24),21-nonaen-12-one ClC=1C=C2C(OCC3OC=4C(=CC=CC4C4=C(C=C(C(NS(C(C1O)=C2)(=O)=O)=C4)F)F)C3)=O